FC=1C=C(C=CC1F)[C@H]1[C@@H](CN(C1)CCOC)NC(=O)NC1=CC(=NN1C)C1=C(C=CC=C1)C 1-((3S,4R)-4-(3,4-difluorophenyl)-1-(2-methoxyethyl)pyrrolidin-3-yl)-3-(1-methyl-3-o-tolyl-1H-pyrazol-5-yl)urea